BrC1=NC=CC(=C1)OCC(COCC1=CC=C(C=C1)OC)(C)C 2-bromo-4-(3-((4-methoxybenzyl)oxy)-2,2-dimethylpropoxy)pyridine